C(C)(C)(C)OC(=O)N1CC2(C1)CC(C2)N2C(N(CC=1C2=NC(=NC1)N)C1=C(C(=CC(=C1Cl)OC)OC)Cl)=O 6-(7-amino-3-(2,6-dichloro-3,5-dimethoxyphenyl)-2-oxo-3,4-dihydropyrimido[4,5-d]pyrimidin-1(2H)-yl)-2-azaspiro[3.3]heptane-2-carboxylic acid tert-butyl ester